IC1=CC(=C(C(=O)O)C=C1)N1CCC2(CC2)CC1 E-4-iodo-2-(6-azaspiro[2.5]oct-6-yl)benzoic acid